6-(3-isopropyl-5-((1-methylpiperidin-4-yl)methoxy)-1H-pyrrolo[3,2-b]pyridin-2-yl)-8-methoxy-[1,2,4]triazolo[1,5-a]pyridine C(C)(C)C1=C(NC=2C1=NC(=CC2)OCC2CCN(CC2)C)C=2C=C(C=1N(C2)N=CN1)OC